N-[3-(Benzylamino)-6-(2,6-dimethylphenyl)pyrazin-2-yl]benzenesulfonamide methyl-2-(4-bromo-3-methoxyphenyl)-4-((tert-butoxycarbonyl)(methyl)amino)butanoate COC(C(CCN(C)C(=O)OC(C)(C)C)C1=CC(=C(C=C1)Br)OC)=O.C(C1=CC=CC=C1)NC=1C(=NC(=CN1)C1=C(C=CC=C1C)C)NS(=O)(=O)C1=CC=CC=C1